C1(CCCC1)C=1C=NN2C1N=C(N=C2NCC2=NC1=C(N2COCC[Si](C)(C)C)C=CC=C1)N1CCOCC1 8-cyclopentyl-2-(morpholin-4-yl)-N-[(1-{[2-(trimethylsilyl)ethoxy]methyl}-1H-benzimidazol-2-yl)methyl]pyrazolo[1,5-a][1,3,5]triazin-4-amine